N=1N=CN(C1)C1=C(C=CC=C1)C=O [2-(1,2,4-triazol-4-yl)phenyl]methanone